CCCCCCCCCCCCCCCCCCCCCC(=O)O[C@H](COC(=O)CCCCCCCCCCCCC)COP(=O)(O)OCCN The molecule is a 1,2-diacyl-sn-glycero-3-phosphoethanolamine in which the 1- and 2-acyl groups are specified as tetradecanoyl and docosanoyl respectively. It has a role as a mouse metabolite and a rat metabolite. It is a 1,2-diacyl-sn-glycero-3-phosphoethanolamine and a phosphatidylethanolamine 36:0. It derives from a tetradecanoic acid and a docosanoic acid.